COC(C1C(C=CC=C1)(C)SCSSCCCCCCCCCCCC)=O 2-[[(dodecyl-mercapto)thiomethyl]thio]-2-methyl-benzoic acid methyl ester